CN1N=NC(=C1)C1=CC=C(CC2=C3C(=NC(=C2)C(=O)O)CCO3)C=C1 7-(4-(1-methyl-1H-1,2,3-triazol-4-yl)benzyl)-2,3-dihydrofuro[3,2-b]pyridine-5-carboxylic acid